N-(6-methyl-5-(7-(methylamino)-1,6-naphthyridin-3-yl)pyridin-3-yl)-2-(2,2,2-trifluoro-1-methoxyethyl)isonicotinamide CC1=C(C=C(C=N1)NC(C1=CC(=NC=C1)C(C(F)(F)F)OC)=O)C=1C=NC2=CC(=NC=C2C1)NC